BrC=1C=C(C(=NC1)OCCCN(C)C)NS(=O)(=O)C1=CC=C(C=C1)C(C)(C)C N-(5-Bromo-2-(3-(dimethylamino)propoxy)pyridin-3-yl)-4-(tert-butyl)benzene-sulfonamide